[Na].ClC=1C(=C(C=C(C1)Cl)S(=O)(=O)O)O 3,5-dichlorohydroxyl-benzenesulfonic acid sodium